C(CCCC)(=O)NC1(CCCC1)C(=O)O 1-pentanoylaminocyclopentane-1-carboxylic acid